4-tert-butyl-6-methyl-catechol diacetate C(C)(=O)OC=1C(OC(C)=O)=CC(=CC1C)C(C)(C)C